3-(4-((4-(6-((6-acetyl-8-cyclopentyl-5-methyl-7-oxo-7,8-dihydropyrido[2,3-d]pyrimidin-2-yl)amino)pyridin-3-yl)piperazin-1-yl)methyl)-5-fluoropyridin-2-yl)piperidine-2,6-dione C(C)(=O)C1=C(C2=C(N=C(N=C2)NC2=CC=C(C=N2)N2CCN(CC2)CC2=CC(=NC=C2F)C2C(NC(CC2)=O)=O)N(C1=O)C1CCCC1)C